dimethyl-2-oxoethan-1-aminium formate C(=O)[O-].CC(C=O)([NH3+])C